(4-methylpyridin-3-yl)boronic acid CC1=C(C=NC=C1)B(O)O